9-(hydroxymethyl)-9H-fluorene-2,7-dicarboxylic acid OCC1C2=CC(=CC=C2C=2C=CC(=CC12)C(=O)O)C(=O)O